FC=1C=NN(C1)C1=CC=C(C=N1)C(C)NC (1-(6-(4-fluoro-1H-pyrazol-1-yl)pyridin-3-yl)ethyl)methylamine